N-[3-fluoro-4-[(6-methyl-1,5-naphthyridin-4-yl)oxy]phenyl]-5-(4-fluoro-2-methylphenyl)-4-hydroxy-2,6-dimethylpyridine-3-carboxamide FC=1C=C(C=CC1OC1=CC=NC2=CC=C(N=C12)C)NC(=O)C=1C(=NC(=C(C1O)C1=C(C=C(C=C1)F)C)C)C